3-(3-chloro-4-hydroxyphenyl)urea ClC=1C=C(C=CC1O)NC(N)=O